5-((4-chloro-6,7-dimethoxyquinazoline-2-yl)amino)indolin-2-one 1-p-toluenesulfonylpyrrolidine-3-carboxylate CC1=CC=C(C=C1)S(=O)(=O)N1CC(CC1)C(=O)O.ClC1=NC(=NC2=CC(=C(C=C12)OC)OC)NC=1C=C2CC(NC2=CC1)=O